(S)-3-((t-Butoxycarbonyl)amino)-4-methoxy-4-oxobutanoic acid C(C)(C)(C)OC(=O)N[C@@H](CC(=O)O)C(=O)OC